(5-(2-chlorophenyl)-3-methyl-2,10-dihydropyrazolo[4,3-b]pyrido[4,3-e][1,4]diazepin-8-yl)morpholine ClC1=C(C=CC=C1)C=1C2=C(NC=3C(N1)=C(NN3)C)C=C(N=C2)N2CCOCC2